OC=1C=C2C(N(C(C2=CC1)C)CC1=CC2=C(NC(O2)=O)C=C1)=O 6-((5-hydroxy-1-methyl-3-oxoisoindolin-2-yl)methyl)benzo[d]oxazol-2(3H)-one